2,4-dichloro-7-fluoro-5-((2-(trimethylsilyl)ethoxy)methyl)-5H-pyrrolo[3,2-d]pyrimidine ClC=1N=C(C2=C(N1)C(=CN2COCC[Si](C)(C)C)F)Cl